BrC=1C=C(C=CC1)C1=CC=CC=2C3=CC=CC=C3NC12 (3-bromophenyl)carbazole